O1C(CCCC1)OC1=C(C=CC=C1)C(C=C)=O 1-[2-(oxan-2-yloxy)phenyl]prop-2-en-1-one